5-(1-(2,2-difluoroethyl)-2-methyl-1H-benzo[d]imidazol-6-yl)-6-fluoro-N-((3S,4S)-3-fluoro-1-(oxetan-3-yl-3-d)piperidin-4-yl)-4-methoxypyrrolo[2,1-f][1,2,4]triazin-2-amine FC(CN1C(=NC2=C1C=C(C=C2)C=2C(=CN1N=C(N=C(C12)OC)N[C@@H]1[C@H](CN(CC1)C1(COC1)[2H])F)F)C)F